COC1=C(C=CC(=C1)OC)C1=CC=C(S1)C1=CC=C(C2=NSN=C21)C=2SC(=CC2)C2=C(C=C(C=C2)OC)OC 4,7-Bis[5-(2,4-dimethoxyphenyl)-2-thienyl]benzo[c]1,2,5-thiadiazol